FC1=CC(=NC(=C1C(F)(F)F)OC)C1=NC=CC(=C1)[N+](=O)[O-] 4-fluoro-2-(4-nitro-2-pyridyl)-6-methoxy-5-trifluoromethylpyridine